5-bromo-N-methyl-1H-pyrazolo[3,4-b]pyridin-3-amine BrC=1C=C2C(=NC1)NN=C2NC